4-(2,5-dioxo-1-((tetrahydro-2H-pyran-4-yl)methyl)-2,5-dihydro-1H-pyrrol-3-yl)-N,N-dimethylbenzamide O=C1N(C(C=C1C1=CC=C(C(=O)N(C)C)C=C1)=O)CC1CCOCC1